(R)-6-(2-hydroxy-2-(p-tolyl)acetyl)-2-(1-phenylcyclopropyl)-5,6,7,8-tetrahydropyrido[4,3-d]pyrimidin-4(3H)-one O[C@@H](C(=O)N1CC2=C(N=C(NC2=O)C2(CC2)C2=CC=CC=C2)CC1)C1=CC=C(C=C1)C